C(C)C(C(=O)O)=C.C(C=C)(=O)O acrylic acid (ethyl acrylate)